ClC=1C2=C(N=CN1)N(C=C2I)C2=CC=NC=C2 4-chloro-5-iodo-7-(pyridin-4-yl)-7H-pyrrolo[2,3-d]pyrimidine